Cl.Cl.C(C)OC([C@H](CCC1=NC2=C(N1C)C=CC(=C2)N(CCCl)CCCl)N)=O (2S)-2-amino-4-[5-[bis(2-chloroethyl)amino]-1-methyl-benzimidazol-2-yl]butanoic acid ethyl ester dihydrochloride